N1=C(C=CC=C1)CN1C(C=C(C=C1)C1=NN(C2=CC=CC=C12)C1=CC=C(C=C1)C(F)(F)F)=O 1-(pyridin-2-ylmethyl)-4-(1-(4-(trifluoromethyl)phenyl)-1H-indazol-3-yl)pyridin-2(1H)-one